P(O)(=O)(OP(=O)(O)OP(=O)(O)O)OC[C@@H]1[C@H](C[C@@H](O1)N1C(=O)N=C(N)C(=C1)NCC#C)O 5-propargylamino-2'-deoxycytidine-5'-triphosphate